Germanium(II) fluoride [Ge](F)F